FC(C1=NN=C(O1)C=1C=CC(=NC1)CN1C(N(C2=C1C=CC(=C2)C2=CC=NC=C2)C2CCN(CC2)C2COC2)=O)F 1-((5-(5-(difluoromethyl)-1,3,4-oxadiazole-2-yl)pyridine-2-yl)methyl)-3-(1-(oxetan-3-yl)piperidine-4-yl)-5-(pyridine-4-yl)-1,3-dihydro-2H-benzo[d]imidazole-2-one